C(#N)C1=CC(=C(COC=2C=C(C=C(C2)F)C2=CCN(CC2)CC2=NC3=C(N2C[C@H]2OCC2)C=C(C=C3)C(=O)O)C=C1)F (S)-2-((4-(3-((4-cyano-2-fluorobenzyl)oxy)-5-fluorophenyl)-5,6-dihydropyridin-1(2H)-yl)methyl)-1-(oxetan-2-ylmethyl)-1H-benzo[d]imidazole-6-carboxylic acid